O=C1N(CCC1)[C@@H]1C(=NN(C1)C(=O)N[C@H](C)C=1C=NC(=NC1)Cl)C1=CC=C(C=C1)F (S)-4-(2-oxopyrrolidin-1-yl)-3-(4-fluorophenyl)-N-((R)-1-(2-chloropyrimidin-5-yl)ethyl)-4,5-dihydro-1H-pyrazole-1-carboxamide